5-(3-pyridylmethylsulfonylamino)thiazole-4-carboxylic acid N1=CC(=CC=C1)CS(=O)(=O)NC1=C(N=CS1)C(=O)O